OC=1C(=NC=C(C1)Cl)Cl 3-hydroxy-2,5-dichloropyridine